3-Bromo-2-(bromo-methyl)propionic acid BrCC(C(=O)O)CBr